4-methyl-3-[4-[[2-[4-[4-(methylamino)-1-piperidyl]anilino]pyrimidin-4-yl]amino]pyrimidin-2-yl]phenol CC1=C(C=C(C=C1)O)C1=NC=CC(=N1)NC1=NC(=NC=C1)NC1=CC=C(C=C1)N1CCC(CC1)NC